C1(=CC=CC=C1)P(C1=C(C(=CC=C1)OC)C1=C(C=CC=C1OC)P(C1=CC=CC=C1)C1=CC=CC=C1)C1=CC=CC=C1 2,2'-bis(diphenylphosphino)-6,6'-dimethoxy-1,1'-biphenyl